5-[[(6S)-2-(6-oxo-7-oxa-2,5-diazaspiro[3.4]octane-2-carbonyl)-2-azaspiro[3.4]octan-6-yl]methyl]-2-(trifluoromethyl)pyridine-4-carbonitrile O=C1NC2(CN(C2)C(=O)N2CC3(C2)C[C@H](CC3)CC=3C(=CC(=NC3)C(F)(F)F)C#N)CO1